C(C)(C)C1=CC=C(C=C1)C1=CC(=CC=C1)S(=O)(=O)N1CC(CCC1)C1=C(OCC(C(=O)NS(=O)(=O)C2=CC=C(C=C2)[N+](=O)[O-])C)C=CC=C1 3-(1-((4'-isopropyl-[1,1'-biphenyl]-3-yl)sulfonyl)piperidin-3-ylphenoxy)-2-methyl-N-((4-nitrophenyl)sulfonyl)propionamide